FC1CC(N(C1)C(C(C(C)OC)N(C(C)=O)C)=O)C(=O)NC(C1=CC=C(C=C1)C(C)C)C1=CC=CC=C1 4-fluoro-1-[3-methoxy-2-(N-methylacetamido)butanoyl]-N-{phenyl[4-(propan-2-yl)phenyl]methyl}pyrrolidine-2-carboxamide